C1(CC2C(CC1)O2)COC(=O)C2CC1C(CC2)O1 3,4-Epoxycyclohexylmethyl-3,4-epoxycyclohexan-carboxylat